4-(2-chlorophenyl)-7-[(1R)-1-methyl-2-oxo-2-(1-piperidinyl)ethoxy]chromen-2-one 5-acetamido-2,4,6-triiodo-isophthalate C(C)(=O)NC=1C(=C(C(=C(C(=O)O)C1I)I)C(=O)O)I.ClC1=C(C=CC=C1)C1=CC(OC2=CC(=CC=C12)O[C@@H](C(N1CCCCC1)=O)C)=O